N-methyl-N-pentyl-toluidine CN(C=1C(=CC=CC1)C)CCCCC